ClC=1C=C(C=CC1)CCN1C[C@@]([C@H](C1)COC1=CC=C(C=C1)S(=O)(=O)C)(O)C (3R,4R)-1-[2-(3-chlorophenyl)ethyl]-4-[(4-methanesulfonylphenoxy)methyl]-3-methylpyrrolidin-3-ol